9-(3-(diethylamino)propyl)-1-methyl-9H-pyrido[3,4-b]indol-7-ol C(C)N(CCCN1C2=C(C3=CC=C(C=C13)O)C=CN=C2C)CC